C(C)C1=C(N=NN1CC1=CC(=CC(=C1)Cl)Cl)C(=O)O.ClC=1C=C(C=C(C1)Cl)CN1N=NC(=C1)C(=O)OCC ethyl 1-(3,5-dichlorophenyl methyl)-1H-1,2,3-triazole-4-carboxylate (ethyl 1-(3,5-dichlorobenzyl)-1H-1,2,3-triazole-4-carboxylate)